[4-(trifluoromethoxy)phenyl]methanone FC(OC1=CC=C(C=C1)C=O)(F)F